(2-(Benzyloxy)-4,6-dihydroxyphenyl)(5-(((tetrahydrofuran-3-yl)amino)methyl)isoindolin-2-yl)methanone C(C1=CC=CC=C1)OC1=C(C(=CC(=C1)O)O)C(=O)N1CC2=CC=C(C=C2C1)CNC1COCC1